tert-butyl (R)-3-(diisopropylamino)-3-methylpyrrolidine-1-carboxylate C(C)(C)N([C@]1(CN(CC1)C(=O)OC(C)(C)C)C)C(C)C